FC=1C=C2C(N(N=C(C2=CC1F)[C@@H](C)N([S@@](=O)C(C)(C)C)C)C)=O (S)-N-((R)-1-(6,7-difluoro-3-methyl-4-oxo-3,4-dihydrophthalazin-1-yl)ethyl)-N,2-dimethylpropane-2-sulfinamide